N-((1r,4r)-4-(2-Methoxyethoxy)cyclohexyl)-2-(5-methyl-1H-imidazol-1-yl)-5H-pyrrolo[3,2-d]pyrimidine-4-carboxamide COCCOC1CCC(CC1)NC(=O)C=1C2=C(N=C(N1)N1C=NC=C1C)C=CN2